FC=1C(=NC(=NC1)N)N1CC=2C(C(C1)(C)C)=NN(C2C(C)C)C 5-fluoro-4-(3-isopropyl-2,7,7-trimethyl-2,4,6,7-tetrahydro-5H-pyrazolo[4,3-c]pyridin-5-yl)pyrimidin-2-amine